[Ce].C(C)(C)C1=CC=CC1.C(C)(C)C1=CC=CC1.C(C)(C)C1=CC=CC1 tri(isopropyl-cyclopentadiene) cerium